1-(5-(5-chloro-2-methoxypyridin-4-yl)-1H-pyrazole-3-carbonyl)-N-((4-(trifluoromethyl)pyrimidin-2-yl)methyl)piperidine-4-carboxamide ClC=1C(=CC(=NC1)OC)C1=CC(=NN1)C(=O)N1CCC(CC1)C(=O)NCC1=NC=CC(=N1)C(F)(F)F